2-[2-(2-methylprop-2-enoyloxy)ethylcarbamoylamino]-3-phenylpropanoic acid, sodium salt [Na+].CC(C(=O)OCCNC(=O)NC(C(=O)[O-])CC1=CC=CC=C1)=C